8-methoxy-2,6,8-trimethyl-6,8-dihydro-3H-pyrrolo[2,3-g]quinazoline-4,7-dione COC1(C(N(C=2C=C3C(NC(=NC3=CC21)C)=O)C)=O)C